CC1=CC(OC2=CC(=CC=C12)C=1N=NN(C1)S(=O)(=O)C)=O 4-methyl-7-(1-(methylsulfonyl)-1H-1,2,3-triazol-4-yl)-2H-chromen-2-one